CN1N=C(C(=C1)N1C(N(C=2C=NC=3C=C(C(=CC3C21)C2=NN(N=C2)C)OC)C)=O)C 1-(1,3-Dimethyl-1H-pyrazol-4-yl)-7-methoxy-3-methyl-8-(2-methyl-2H-1,2,3-triazol-4-yl)-1,3-dihydroimidazo[4,5-c]-quinolin-2-one